[4-(3-chloro-2-piperazin-1-yl-6-quinolinyl)-1H-imidazol-2-yl]methylamine dihydrochloride Cl.Cl.ClC=1C(=NC2=CC=C(C=C2C1)C=1N=C(NC1)CN)N1CCNCC1